4-(Methoxymethyl)benzo[d]isoxazol-3-amine COCC1=CC=CC2=C1C(=NO2)N